2,2-difluoro-N-[rac-(2R,3S)-1-[1-(4-fluorophenyl)pyrazolo[4,3-b]pyridin-5-yl]-5-oxo-2-phenylpyrrolidin-3-yl]propanamide FC(C(=O)N[C@@H]1[C@H](N(C(C1)=O)C1=CC=C2C(=N1)C=NN2C2=CC=C(C=C2)F)C2=CC=CC=C2)(C)F |r|